BrC1=C2CC(C(C2=C(C=C1)S(=O)(=O)C(F)(F)F)=O)(F)F 4-bromo-2,2-difluoro-7-((trifluoromethyl)sulfonyl)-2,3-dihydro-1H-inden-1-one